methyl-6-(2-(dimethylamino)-3-((9Z,12Z)-octadeca-9,12-dien-1-yloxy)propoxy)hexanoate COC(CCCCCOCC(COCCCCCCCC\C=C/C\C=C/CCCCC)N(C)C)=O